2-(2',6'-difluorophenyl)-phenol FC1=C(C(=CC=C1)F)C1=C(C=CC=C1)O